7-((S)-sec-Butoxy)-N-(1-cyclopropyl-2-oxo-1,2-dihydropyridin-3-yl)-2-(1-(fluoromethyl)-2-oxabicyclo[2.2.1]hept-4-yl)imidazo[1,2-a]pyrimidine-6-carboxamide [C@H](C)(CC)OC1=NC=2N(C=C1C(=O)NC=1C(N(C=CC1)C1CC1)=O)C=C(N2)C21COC(CC2)(C1)CF